CP(ON1N=CC(=C1)C=1OC(=CC1)C(NC=1C(=NN(C1)CCOCC)C1=NC=CC=C1)=O)([O-])=O (4-(5-((1-(2-ethoxyethyl)-3-(pyridin-2-yl)-1H-pyrazol-4-yl) carbamoyl) furan-2-yl)-1H-pyrazol-1-yl) methylphosphonate